Cl.FC1=C(NC)C(=CC=C1)F 2,6-difluoro-N-methylaniline hydrochloride